BrC1=CC(=C2C[C@](C(C2=C1)=O)(C#N)F)F (R)-6-bromo-2,4-difluoro-1-oxo-2,3-dihydro-1H-indene-2-carbonitrile